C(C([2H])[2H])([2H])[2H] ethan-1,1,2,2-d4